2-(3,3-Difluorocyclopentyl)-2-(4-(2-methyl-2H-tetrazol-5-yl)phenyl)-N-(3-(trifluoromethoxy)phenyl)acetamide FC1(CC(CC1)C(C(=O)NC1=CC(=CC=C1)OC(F)(F)F)C1=CC=C(C=C1)C=1N=NN(N1)C)F